methyl 2-chloro-3-quinolinecarboxylate ClC1=NC2=CC=CC=C2C=C1C(=O)OC